COC([C@@H](NC([C@H](CC1=CC=C(C=C1)Br)NC(=O)OC(C)(C)C)=O)CC1=CC=CC=C1)=O ((S)-3-(4-bromophenyl)-2-((tert-butoxycarbonyl)amino)propionyl)-L-phenylalanine methyl ester